methyl 3-(1-benzyl-5-(4-fluorophenyl)-3,4-dimethyl-2-oxo-2,3-dihydro-1H-pyrrol-3-yl)-2-methylpropionate C(C1=CC=CC=C1)N1C(C(C(=C1C1=CC=C(C=C1)F)C)(C)CC(C(=O)OC)C)=O